hydroxylmethyl alcohol OCO